2,6-Di-tert-butyl-4-methylpyridine (6-(4-cyanophenyl)-5-methyl-2-phenylpyridin-3-yl)carbamate C(#N)C1=CC=C(C=C1)C1=C(C=C(C(=N1)C1=CC=CC=C1)NC(O)=O)C.C(C)(C)(C)C1=NC(=CC(=C1)C)C(C)(C)C